(R)-N-(2-fluoro-4-(1-(1-(4-methylbenzyl)-2-oxopyrrolidin-3-yl)piperidin-4-yl)phenyl)methanesulfonamide FC1=C(C=CC(=C1)C1CCN(CC1)[C@H]1C(N(CC1)CC1=CC=C(C=C1)C)=O)NS(=O)(=O)C